2-(2,6-dioxopiperidin-3-yl)-5-(3-((5-(2-((1r,3r)-3-((5-(5-methyl-5H-pyrido[4,3-b]indol-7-yl)pyridin-2-yl)oxy)cyclobutoxy)ethoxy)pyridin-2-yl)oxy)azetidin-1-yl)isoindoline-1,3-dione O=C1NC(CCC1N1C(C2=CC=C(C=C2C1=O)N1CC(C1)OC1=NC=C(C=C1)OCCOC1CC(C1)OC1=NC=C(C=C1)C=1C=CC=2C3=C(N(C2C1)C)C=CN=C3)=O)=O